2-(4-chlorophenyl)-4,5-dihydro-oxazole ClC1=CC=C(C=C1)C=1OCCN1